N-(3-fluorophenyl)-N-methyl-2-(morpholin-4-yl)-8-(1H-pyrazol-5-yl)-1,7-naphthyridin-4-amine FC=1C=C(C=CC1)N(C1=CC(=NC2=C(N=CC=C12)C1=CC=NN1)N1CCOCC1)C